1-[4-(4-methylpiperidin-4-yl)phenyl]ethan-1-one CC1(CCNCC1)C1=CC=C(C=C1)C(C)=O